C(C)(C)NC(O[C@H]1CO[C@H](C1)C1=CC(=NN1)NC1=CC2=C(S(CC2)(=O)=O)C=C1)=O (3R,5R)-5-(3-((1,1-dioxido-2,3-dihydrobenzo[b]thiophen-5-yl)amino)-1H-pyrazol-5-yl)tetrahydrofuran-3-yl isopropylcarbamate